NC1=NC=2C=CC(=CC2C2=C1C=NN2C)C(=O)N(C)[C@@H]2COCC1=C2C=CC(=C1)OC 4-amino-N-((4S)-7-methoxy-3,4-dihydro-1H-2-benzopyran-4-yl)-N,1-dimethyl-1H-pyrazolo[4,3-c]-quinoline-8-carboxamide